C(C)(C)(C)OC(=O)N1C(CN(CC1C)C1=CC(=CC=C1)C=O)C 4-(3-formylphenyl)-2,6-dimethylpiperazine-1-carboxylic acid tert-butyl ester